C1=NC=CC2=CC(=CC=C12)C=1C=NN2C1C=CC(=C2)C2=CN(C(C=1CCN(CC21)C)=O)C 4-(3-(isoquinolin-6-yl)pyrazolo[1,5-a]pyridin-6-yl)-2,6-dimethyl-5,6,7,8-tetrahydro-2,6-naphthyridin-1(2H)-one